(S)-2-fluoro-N,N-dimethyl-4-(2-((9-oxo-6a,7,8,9-tetra-hydro-6H-pyrido[2,3-b]pyrrolo[1,2-d][1,4]oxazin-2-yl)amino)pyrimidin-5-yl)benzamide FC1=C(C(=O)N(C)C)C=CC(=C1)C=1C=NC(=NC1)NC1=CC2=C(OC[C@H]3N2C(CC3)=O)N=C1